(5-bromo-2-methyl-2H-indazol-7-yl)methanol BrC1=CC2=CN(N=C2C(=C1)CO)C